COC(=O)C1=C(N(C2=NC=CC(=C21)CO)C2=C(C(=CC=C2C)OC)C)N.CNCCCNC(C=C)=O N-[3-(N-methylamino)propyl]acrylamide methyl-2-amino-4-(hydroxymethyl)-1-(3-methoxy-2,6-dimethylphenyl)-1H-pyrrolo[2,3-b]pyridine-3-carboxylate